C1(CC1)N1C(COC2(C1)CCN(CC2)C(=O)OC(C)(C)C)=O tert-butyl 4-cyclopropyl-3-oxo-1-oxa-4,9-diazaspiro[5.5]undecane-9-carboxylate